ClC1=C2C(=NC=C1C=1C=C(C=CC1)N1C(CN(CC1)C(=O)OC(C)(C)C)=O)NC=C2 tert-butyl 4-(3-(4-chloro-1H-pyrrolo[2,3-b]pyridin-5-yl) phenyl)-3-oxopiperazine-1-carboxylate